trans-4-[(6-hydroxypyrrolo[3,2-b]pyridin-1-yl)methyl]cyclohexanecarboxylic acid OC=1C=C2C(=NC1)C=CN2C[C@@H]2CC[C@H](CC2)C(=O)O